tert-butyl 2'-(3-methyl-1H-pyrrolo[2,3-b]pyridin-5-yl)-5',6'-dihydrospiro[azetidine-3,4'-pyrrolo[1,2-b]pyrazole]-1-carboxylate CC1=CNC2=NC=C(C=C21)C=2C=C1N(N2)CCC12CN(C2)C(=O)OC(C)(C)C